CC=1C(OC2=C(C1)C=CC=C2)C#N methylbenzopyranonitrile